N-(6-((3-Cyclopropylquinolin-6-yl)methyl)pyrimidin-4-yl)acetamide C1(CC1)C=1C=NC2=CC=C(C=C2C1)CC1=CC(=NC=N1)NC(C)=O